O=C1NC(CCC1N1C(N(C2=C1C=CC(=C2)CC(=O)OCCC2CCN(CC2)C(=O)OC(C)(C)C)C)=O)=O tert-butyl 4-[2-[2-[1-(2,6-dioxo-3-piperidyl)-3-methyl-2-oxo-benzimidazol-5-yl] acetyl]oxyethyl]piperidine-1-carboxylate